N-((2S)-1-{3-[2-(5-fluoro-2-methoxyphenyl)-2-(2-cyanoethoxy)ethyl]-5-[1-(isopropoxyimino)ethyl]-2,6-dioxo-3,6-dihydropyrimidin-1(2H)-yl}propan-2-yl)-2-methylpropanamide FC=1C=CC(=C(C1)C(CN1C(N(C(C(=C1)C(C)=NOC(C)C)=O)C[C@H](C)NC(C(C)C)=O)=O)OCCC#N)OC